N-Ethyl-N'-(4-(((3-methoxyphenyl)(methyl)(oxo)-λ6-sulfaneyliden)amino)-2,5-dimethylphenyl)-N-methylformimidamid C(C)N(C=NC1=C(C=C(C(=C1)C)N=S(=O)(C)C1=CC(=CC=C1)OC)C)C